(2-chloro-2-fluoro-acetyl)-[[rac-(2S)-2-(benzylsulfonylamino)-3-cyclopropyl-propionyl]amino]propanamide ClC(C(=O)C(C(=O)N)(C)NC([C@H](CC1CC1)NS(=O)(=O)CC1=CC=CC=C1)=O)F |r|